C1OCC12CN(C2)C(=O)OC2=CC=C(C=C2)[N+](=O)[O-] 4-Nitrophenyl 2-oxa-6-azaspiro[3.3]heptane-6-carboxylate